γ-thionododecanolide S=C1CC(=O)OCCCCCCCCC1